1-(2-Methylpyridin-3-yl)-7-(trifluoromethyl)quinazoline-2,4(1H,3H)-dione CC1=NC=CC=C1N1C(NC(C2=CC=C(C=C12)C(F)(F)F)=O)=O